C(C)(C)(C)OC(=O)N1C[C@H](CC1)[C@@H](C(=O)OC(C)(C)C)CC1=CC(=CC(=C1)C)CNC(=O)OC(C)(C)C (3R)-3-[(1S)-2-tert-butoxy-1-[[3-[(tert-butoxycarbonylamino)methyl]-5-methyl-phenyl]methyl]-2-oxoethyl]pyrrolidine-1-carboxylic acid tert-butyl ester